O[C@H]1C[C@H]2C[C@@H]([C@H]3[C@@H]4CC[C@H]([C@@H](CCC(=O)NCCS(=O)(=O)O)C)[C@]4(CC[C@@H]3[C@]2(CC1)C)C)O 3α,7β-dihydroxy-5β-cholanoyltaurine